N-[4-(2-cyanopropan-2-yl)phenyl]-6-(2-hydroxypropan-2-yl)-3-oxo-2-[2-(2,2,2-trifluoroethoxy)phenyl]-2,3-dihydropyridazine-4-carboxamide C(#N)C(C)(C)C1=CC=C(C=C1)NC(=O)C=1C(N(N=C(C1)C(C)(C)O)C1=C(C=CC=C1)OCC(F)(F)F)=O